N1N=CC2=C(C=CC=C12)C1=CC=C(N=N1)NC(=O)[C@@]1(CN(CCC1)C#N)F (R)-N-(6-(1H-indazol-4-yl)pyridazin-3-yl)-1-cyano-3-fluoropiperidine-3-carboxamide